OC[C@@H](C(=O)N1CC2=NN(C=C2C1)S(=O)(=O)C=1C=NN(C1)C1COCC1)C1=CC=CC=C1 (2S)-3-hydroxy-1-(2-{[1-(oxolan-3-yl)-1H-pyrazol-4-yl]sulfonyl}-2H,4H,5H,6H-pyrrolo[3,4-c]pyrazol-5-yl)-2-phenylpropan-1-one